6-chloro-3-iodo-1-((2-(trimethylsilyl)ethoxy)methyl)-1H-pyrazolo[4,3-b]pyrazine ClC=1N=C2C(=NC1)C(=NN2COCC[Si](C)(C)C)I